C(CCCCCCCCCCCCC)(=O)OC[C@@H](OC(CCCCCCCCCCCCCCC)=O)COP(=O)(O)OCCN 1-myristoyl-2-palmitoyl-sn-glycero-3-phosphoethanolamine